NC1=NC(=C(C(=N1)N)OCCCOC1=CC=C(C=C1)CCC(=O)O)CC 3-(4-{3-[(2,4-diamino-6-ethylpyrimidin-5-yl)oxy]propoxy}phenyl)propanoic acid